[5-(trifluoromethyl)pyridin-3-ylamino]-1,2,3-thiadiazole-4-carboxylic acid FC(C=1C=C(C=NC1)NC1=C(N=NS1)C(=O)O)(F)F